FC([C@H](NC1=C(C(=CC(=C1)C(=O)OC)F)C(F)(F)F)C1(CCN(CC1)C(=O)OC(C)(C)C)F)F tert-butyl 4-{(1R)-2,2-difluoro-1-[3-fluoro-5-(methoxycarbonyl)-2-(trifluoromethyl) anilino] ethyl}-4-fluoropiperidine-1-carboxylate